C1(=CC=CC=C1)C1=NOC(=N1)C(=O)Cl 3-phenyl-1,2,4-oxadiazole-5-carbonyl chloride